C(C)(C)(C)OC(=O)N1CCN(CC1)C1=NC=C(C=C1)\C=C\CCOS(=O)(=O)C1=CC=C(C)C=C1 (E)-4-(5-(4-(tosyloxy)but-1-en-1-yl)pyridin-2-yl)piperazine-1-carboxylic acid tert-butyl ester